1-bromomethyl-2,4-difluorobenzene BrCC1=C(C=C(C=C1)F)F